C(C1=CC=CC=C1)C1C(C2=CC=CC(=C2CC1)Br)=O 2-benzyl-5-bromo-1-tetralone